(R)-(1-(2-(7-(2-cyano-3-(diethylamino)-3-oxoprop-1-en-1-yl)-3,4-dihydroisoquinolin-2(1H)-yl)acetamido)-2-phenylethyl)boronic acid C(#N)C(=CC1=CC=C2CCN(CC2=C1)CC(=O)N[C@@H](CC1=CC=CC=C1)B(O)O)C(=O)N(CC)CC